BrC1=C(C=C2C(C(N(C2=C1)C)=O)(C)C)F 6-bromo-5-fluoro-1,3,3-trimethylindol-2-one